4-Amino-1-(4-aminophenyl)-7-(difluoromethyl)-2-oxo-1,2-dihydro-1,8-naphthyridine-3-carboxylic acid methyl ester COC(=O)C=1C(N(C2=NC(=CC=C2C1N)C(F)F)C1=CC=C(C=C1)N)=O